N[C@H]1CN(CCC1)C1=NC2=C(N1CC1=C(C=C(C#N)C=C1)F)C=CC=C2 (R)-4-((2-(3-aminopiperidin-1-yl)-1H-benzo[d]imidazol-1-yl)methyl)-3-fluorobenzonitrile